FC1=C(C=CC(=C1)F)C1=CN=C(N1)[C@H](C)NC([C@H](CC(=O)N1[C@H](CCCC1)C)NC1=NC(=NO1)C(C)C)=O (2S)-N-[(1S)-1-[5-(2,4-difluorophenyl)-1H-imidazol-2-yl]ethyl]-2-[(3-isopropyl-1,2,4-oxadiazol-5-yl)amino]-4-[(2S)-2-methyl-1-piperidyl]-4-oxo-butanamide